BrCCCCCCCC(=O)OCCCCCCCC\C=C/CCCCCCCC (Z)-octadec-9-en-1-yl 8-bromooctanoate